C(C)(C)(C)OC(=O)N1CC(C1)(C=1C=NC=CC1)O 3-hydroxy-3-(pyridin-3-yl)azetidine-1-carboxylic acid tert-butyl ester